C(OC(C)C)(OC(C)N(C(C1=C(N=C(C=C1)C(F)(F)F)COCC=1N=NN(N1)C)=O)C1=NN=NN1C)=O isopropyl (1-(N-(1-methyl-1H-tetrazol-5-yl)-2-(((2-methyl-2H-tetrazol-5-yl) methoxy) methyl)-6-(trifluoromethyl) nicotinamido) ethyl) carbonate